C1(CCCCC1)I cyclohexyl Iodide